tert-butyl (3-(cyclopropylmethyl)-1-methyl-1H-indazole-5-yl)carbamate C1(CC1)CC1=NN(C2=CC=C(C=C12)NC(OC(C)(C)C)=O)C